2-methyl-N-(3-methylbut-2-yl)propane-2-sulfonamide CC(C)(C)S(=O)(=O)NC(C)C(C)C